C1(=C(C=CC=C1)C1=C([Se]C2=C1C=CC=C2)C2=C(C=CC=C2)C2=NN=NC(=C2C2=CC=CC=C2)C2=CC=CC=C2)C2=CC=CC=C2 biphenyl-yl[(diphenyltriazinyl)phenyl]benzoselenophene